(3S,4S)-N-(7-fluoro-6-(4-(4-hydroxy-3-methyltetrahydrofuran-3-yl)piperazin-1-yl)isoquinolin-3-yl)cyclopropanecarboxamide FC1=C(C=C2C=C(N=CC2=C1)NC(=O)C1CC1)N1CCN(CC1)[C@]1(COC[C@H]1O)C